2-(2-methoxy-4,6-dimethyl-phenyl)-7-[3-(4,4,5,5-tetramethyl-1,3,2-dioxaborolan-2-yl)tetrahydropyran-4-yl]-1,8-naphthyridine COC1=C(C(=CC(=C1)C)C)C1=NC2=NC(=CC=C2C=C1)C1C(COCC1)B1OC(C(O1)(C)C)(C)C